cis-3-methoxycyclobutylcarboxylic acid CO[C@H]1C[C@H](C1)C(=O)O